(E)-1-(4-fluorophenyl)-3-(4-hydroxy-3,5-dimethylphenyl)prop-2-en-1-one FC1=CC=C(C=C1)C(\C=C\C1=CC(=C(C(=C1)C)O)C)=O